C(C)(C)(C)N1C(NC2=C(C=CC=C2C1=O)OC)=O 3-(tert-butyl)-8-methoxyquinazoline-2,4(1H,3H)-dione